C1(CCCCCC1)CC=1NC(=NN1)C(=O)OCC ethyl 5-(cycloheptylmethyl)-4H-1,2,4-triazole-3-carboxylate